(S)-4-{[benzyl-(4-fluoro-phenyl)-amino]-methyl}-4,5-dihydro-oxazol-2-ylamine C(C1=CC=CC=C1)N(C1=CC=C(C=C1)F)C[C@@H]1N=C(OC1)N